2-(4-(3-((5-bromopyridin-2-yl)oxy)propyl)piperidin-1-yl)-5-chloropyrimidine BrC=1C=CC(=NC1)OCCCC1CCN(CC1)C1=NC=C(C=N1)Cl